C(C1=CC=CC=C1)OC1CC2(C(C2([2H])[2H])([2H])[2H])C1 5-benzyloxy-1,1,2,2-tetradeuterio-spiro[2.3]hexane